3,3'-(((2R,3S,4R,5S)-5-(12-(benzyloxy)-12-oxododecanamido)-2-((2-carboxyethoxy)methyl)tetrahydro-2H-pyran-3,4-diyl)bis(oxy))dipropionic acid C(C1=CC=CC=C1)OC(CCCCCCCCCCC(=O)N[C@@H]1[C@H]([C@@H]([C@H](OC1)COCCC(=O)O)OCCC(=O)O)OCCC(=O)O)=O